O=C1N(C(=CN=C1NCCC1=CC=CC=C1)C1=CC=CC=C1)CC(=O)OC(C)(C)C tert-butyl 2-(2-oxo-3-(phenethylamino)-6-phenylpyrazin-1(2H)-yl)acetate